ClC=1C(=C(CNC(=O)[C@H]2[C@@H](CCC2)NC(OC(C)(C)C)=O)C=CC1)F tert-butyl ((trans)-2-((3-chloro-2-fluorobenzyl)carbamoyl)cyclopentyl)carbamate